1-((1S)-2-azabicyclo[2.2.1]heptan-2-yl)-3-(1-(3-ethyl-[1,2,4]triazolo[4,3-b]pyridazin-6-yl)-3,5-dimethyl-1H-pyrazol-4-yl)propan-1-one [C@H]12N(CC(CC1)C2)C(CCC=2C(=NN(C2C)C=2C=CC=1N(N2)C(=NN1)CC)C)=O